ClC=1C=C(C(=[N+](C1)[O-])C)C=1C=CC(=NC1F)NC(=O)[C@H](C(C1CC1)C1CC1)NC(=O)C=1N(N=CC1)C(C)C N-[(1S)-1-[[5-(5-chloro-2-methyl-1-oxido-pyridin-1-ium-3-yl)-6-fluoro-2-pyridyl]carbamoyl]-2,2-dicyclopropyl-ethyl]-2-isopropyl-pyrazole-3-carboxamide